FC1(CC(C1)C=1C=CC(=NC1)C=C)F 5-(3,3-difluorocyclobutyl)-2-vinylpyridine